COC1=CC=C(C=C1)C1=NOC(=N1)N1CCC(CC1)C(=O)NCC1CN(CC1)CC1CCSCC1 1-(3-(4-Methoxyphenyl)-1,2,4-oxadiazol-5-yl)-N-((1-((Tetrahydro-2H-thiopyran-4-yl)methyl)pyrrolidin-3-yl)methyl)piperidin-4-carboxamid